N1C(=NC=C1)CN 1-(1H-imidazol-2-yl)methylamine